ClC1=NC=C(C(=N1)C1=CC(=CC=C1)C1CC1)F 2-chloro-4-(3-cyclopropylphenyl)-5-fluoropyrimidine